ClC1=C2C(=C(NC2=CC(=C1)Cl)C)CCN1N=NC(=C1)COCCOCCO 2-(2-((1-(2-(4,6-dichloro-2-methyl-1H-indol-3-yl)ethyl)-1H-1,2,3-triazol-4-yl)methoxy)ethoxy)ethan-1-ol